C(C(C)C)[C@@H]1C(N2C(N(O1)C(=O)OCC1=CC=CC3=CC=CC=C13)CN(C([C@@H]2CC(C)C)=O)C2CCNCC2)=O naphthalen-1-ylmethyl (3R,6S)-3,6-diisobutyl-4,7-dioxo-8-(piperidin-4-yl)hexahydropyrazino[2,1-c][1,2,4]oxadiazine-1(6H)-carboxylate